2'-Dicyclohexylphosphino-2,4,6-trimethoxybiphenyl C1(CCCCC1)P(C1=C(C=CC=C1)C1=C(C=C(C=C1OC)OC)OC)C1CCCCC1